benzofuran-2-carboxylic acid N-phenylamide C1(=CC=CC=C1)NC(=O)C=1OC2=C(C1)C=CC=C2